1-(4,4-dimethylcyclohexen-1-yl)ethanol Tert-butyl-(S)-2-(4-(N-((2-amino-4-oxo-3,4-dihydropteridin-6-yl)methyl)-2,2,2-trifluoroacetamido)benzamido)-5-oxo-5-(piperazin-1-yl)pentanoate C(C)(C)(C)[C@](C(=O)OC(C)C1=CCC(CC1)(C)C)(CCC(N1CCNCC1)=O)NC(C1=CC=C(C=C1)N(C(C(F)(F)F)=O)CC=1N=C2C(NC(=NC2=NC1)N)=O)=O